ClC1=NN=CN=N1 6-chloro-1,2,4,5-tetrazine